6-methoxy-2-(5-methylfuran-2-yl)-7-(3-(pyrrolidin-1-yl)propoxy)-N-(tetrahydro-2H-pyran-3-yl)quinazolin-4-amine COC=1C=C2C(=NC(=NC2=CC1OCCCN1CCCC1)C=1OC(=CC1)C)NC1COCCC1